2-methyl-N-[(1r,3r)-3-[4-amino-5-bromo-7-methylpyrrolo[2,3-d]pyrimidin-6-yl]cyclobutyl]prop-2-enamide CC(C(=O)NC1CC(C1)C1=C(C2=C(N=CN=C2N)N1C)Br)=C